FC(C1=NN=C(O1)C1=CC(=C(CN(C(=O)C2CCS(CC2)(=N)=O)C2=CC=CC=C2)C=C1)F)F N-(4-(5-(difluoromethyl)-1,3,4-oxadiazol-2-yl)-2-fluorobenzyl)-1-imino-N-phenyltetrahydro-2H-thiopyran-4-carboxamide 1-oxide